5-(1H-indole-2-carbonyl)-N-(oxolan-3-yl)-4H,5H,6H,7H-pyrazolo[1,5-a]pyrazine-3-sulfonamide N1C(=CC2=CC=CC=C12)C(=O)N1CC=2N(CC1)N=CC2S(=O)(=O)NC2COCC2